4-[6-Acetyl-3-[3-(4-acetyl-3-hydroxy-2-propylphenylthio)propoxy]-2-propylphenoxy]butyric acid C(C)(=O)C1=CC=C(C(=C1OCCCC(=O)O)CCC)OCCCSC1=C(C(=C(C=C1)C(C)=O)O)CCC